methyl 4-(2-bromo-4-pyridinyl)-4-cyano-valerate BrC1=NC=CC(=C1)C(CCC(=O)OC)(C)C#N